N-hexadecyl-(octadecyl)formamide C(CCCCCCCCCCCCCCC)N(C=O)CCCCCCCCCCCCCCCCCC